N-methyl-N-(1-((1-methylcyclopropyl)methyl)-6-(N-(1-methylcyclopropyl)sulfamoyl)-2,4-dioxo-1,4-dihydroquinazolin-3(2H)-yl)acrylamide CN(C(C=C)=O)N1C(N(C2=CC=C(C=C2C1=O)S(NC1(CC1)C)(=O)=O)CC1(CC1)C)=O